6-((3S,4S)-4-amino-3-methyl-2-oxa-8-azaspiro[4.5]decan-8-yl)-5-methyl-3-((1-methyl-1H-pyrazol-3-yl)ethynyl)-1,5-dihydro-4H-pyrazolo[3,4-d]pyrimidin-4-one N[C@@H]1[C@@H](OCC12CCN(CC2)C=2N(C(C1=C(N2)NN=C1C#CC1=NN(C=C1)C)=O)C)C